2,4-di-tert-butyl-6-(1-(5-(1,1-dimethylsilinan-4-yl)-[1,1'-biphenyl]-2-yl)-4-(4,4,5,5-tetramethyl-1,3,2-dioxaborolan-2-yl)-1H-benzo[d]imidazol-2-yl)phenol C(C)(C)(C)C1=C(C(=CC(=C1)C(C)(C)C)C1=NC2=C(N1C1=C(C=C(C=C1)C1CC[Si](CC1)(C)C)C1=CC=CC=C1)C=CC=C2B2OC(C(O2)(C)C)(C)C)O